1-(2-(5-((2S,5R)-5-amino-2-methylpiperidine-1-carbonyl)-7-methoxy-1-methyl-1H-benzo[d]imidazol-2-yl)-1-(cyclopropylmethyl)-1H-pyrrolo[2,3-b]pyridin-6-yl)-5-methylpyrrolidin-2-one N[C@@H]1CC[C@@H](N(C1)C(=O)C1=CC2=C(N(C(=N2)C2=CC=3C(=NC(=CC3)N3C(CCC3C)=O)N2CC2CC2)C)C(=C1)OC)C